NC[C@H](CC1=C(C=C(C(=O)NC)C=C1)Cl)N1CCCC1 (S)-4-(3-amino-2-(pyrrolidin-1-yl)propyl)-3-chloro-N-methylbenzamide